((4-(4-methylpiperidin-4-yl)phenyl)amino)-5-(3-(3-oxotetrahydro-1H-pyrrolo[1,2-c]imidazol-2(3H)-yl)piperidin-1-yl)pyrazine-2-carboxamide CC1(CCNCC1)C1=CC=C(C=C1)NC=1C(=NC=C(N1)N1CC(CCC1)N1C(N2C(C1)CCC2)=O)C(=O)N